2-(4,4-difluoropiperidin-1-yl)-7-(3-(dimethylamino)propoxy)-6-methoxy-N-(5-methyl-1H-pyrazol-3-yl)quinazolin-4-amine FC1(CCN(CC1)C1=NC2=CC(=C(C=C2C(=N1)NC1=NNC(=C1)C)OC)OCCCN(C)C)F